3-[6-[4-[[4-[2-[4-(4-aminophenyl)piperazin-1-yl]-1,1-difluoro-ethyl]-1-piperidyl]methyl]-1-piperidyl]-1-oxo-isoindolin-2-yl]piperidine-2,6-dione NC1=CC=C(C=C1)N1CCN(CC1)CC(F)(F)C1CCN(CC1)CC1CCN(CC1)C1=CC=C2CN(C(C2=C1)=O)C1C(NC(CC1)=O)=O